5,6,9,10,11,12-Hexahydro-4H-[1,2]oxazolo[5,4-c]pyrido[4',3':3,4]pyrazolo[1,5-a]azepine Hydrochloride Cl.O1N=CC2=C1C=1N(CCC2)N=C2C1CNCC2